OC=1C=CC=C2C=CC(=NC12)C1=CC=CC=C1 8-hydroxyphenylquinoline